FC(OC1=CC=C(C=C1)N1N=C(C(C1=O)C(=O)NC1=CC(=CC=C1)C(C)(C(C)C)F)C)F 1-(4-(difluoromethoxy)phenyl)-N-(3-(2-fluoro-3-methylbutan-2-yl)phenyl)-3-methyl-5-oxo-4,5-dihydro-1H-pyrazole-4-carboxamide